(2-(methylcarbamoyl)-5,6-dinitro-2,3-dihydro-1H-inden-2-yl)carbamic acid CNC(=O)C1(CC2=CC(=C(C=C2C1)[N+](=O)[O-])[N+](=O)[O-])NC(O)=O